1-(1-hydroxypropan-2-yl)-4-{2-[5-(propan-2-yloxy)-1H-indazol-3-yl]pyrimidin-4-yl}-1H-pyrazole-3-carbonitrile OCC(C)N1N=C(C(=C1)C1=NC(=NC=C1)C1=NNC2=CC=C(C=C12)OC(C)C)C#N